cyclopropyl(2-(difluoromethoxy)-5-fluoro-3-(3-methyl-4-(methylsulfonyl)phenyl)pyridin-4-yl)methanone C1(CC1)C(=O)C1=C(C(=NC=C1F)OC(F)F)C1=CC(=C(C=C1)S(=O)(=O)C)C